7-(2-((1-(cyclopropylsulfonyl)piperidin-4-yl)amino)-5-fluoropyrimidin-4-yl)-N,N-diethylquinoxalin-2-amine C1(CC1)S(=O)(=O)N1CCC(CC1)NC1=NC=C(C(=N1)C1=CC=C2N=CC(=NC2=C1)N(CC)CC)F